1-(4-((2,6-difluoro-3-(3-fluoro-2-methylphenylsulfonamido)phenyl)amino)-pyrido[3,2-d]pyrimidin-6-yl)-1H-pyrazole-3-carboxylic acid FC1=C(C(=CC=C1NS(=O)(=O)C1=C(C(=CC=C1)F)C)F)NC=1C2=C(N=CN1)C=CC(=N2)N2N=C(C=C2)C(=O)O